4-(bromomethyl)phenylboronic acid BrCC1=CC=C(C=C1)B(O)O